ClC=1C(=C(C=C(C1)F)[C@H](C)N)COC=1C=CC=C2C(=CC(=NC12)C)ON1N=C(N=C1)C (S)-1-(3-chloro-5-fluoro-2-((2-methyl-4-(3-methyl-1H-1,2,4-triazol-1-yloxy)quinolin-8-yloxy)methyl)phenyl)ethylamine